N-(4-bromo-2-carbamoyl-6-methyl-phenyl)-2-(2,2-difluoroethyl)-5-(difluoromethyl)pyrazole-3-carboxamide BrC1=CC(=C(C(=C1)C)NC(=O)C=1N(N=C(C1)C(F)F)CC(F)F)C(N)=O